N[C@H](C(=O)NC1=C(C(=C(C=C1)C=1C(=[N+](C=CC1Cl)[O-])C)F)F)C1CCCCC1 3-(4-((S)-2-amino-2-cyclohexylacetamido)-2,3-difluorophenyl)-4-chloro-2-methylpyridine 1-oxide